4,4'-Diaminodiphenyl ether NC1C=CC(OC2C=CC(N)=CC=2)=CC=1